COC=1C(=CC(=NC1)C(F)(F)F)C1=C(C=NC(=C1)C)C(=O)NC=1SC(=NN1)C(N(C1CCC(CC1)OC)C)=O 5'-Methoxy-6-methyl-N-(5-{methyl-[(1r,4r)-4-methoxycyclohexyl]carbamoyl}-1,3,4-thiadiazol-2-yl)-2'-(trifluoromethyl)-[4,4'-bipyridine]-3-carboxamide